C(#N)C1=CC(=CC2=C1OCO2)C=2C=C1C(=NC2)N(N=C1NC(=O)C1=CC=NS1)CC(C)OC N-(5-(7-cyanobenzo[d][1,3]dioxol-5-yl)-1-(2-methoxypropyl)-1H-pyrazolo[3,4-b]pyridin-3-yl)isothiazole-5-carboxamide